FC=1C(=C(C=C(C1)F)C1CCN(CC1)C(CN1N=C(C2=C1CCC2)C(=O)N2C[C@H](O[C@H](C2)C)C)=O)OC 1-[4-(3,5-difluoro-2-methoxyphenyl)piperidin-1-yl]-2-{3-[(2R,6S)-2,6-dimethylmorpholine-4-carbonyl]-5,6-dihydrocyclopenta[c]pyrazol-1(4H)-yl}ethan-1-one